Diglycerol Dierucate C(CCCCCCCCCCC\C=C/CCCCCCCC)(=O)O.C(CCCCCCCCCCC\C=C/CCCCCCCC)(=O)O.OCC(O)CO.OCC(O)CO